CC(CNC(OC(C)(C)C)=O)(C)C1=CC(=CC=C1)C(NCC(NC=1SC=C(N1)C1=CC(=CC=C1)C1=CC(=NC=C1)C(F)(F)F)=O)=O tert-butyl (2-methyl-2-(3-((2-oxo-2-((4-(3-(2-(trifluoromethyl)pyridin-4-yl)phenyl)thiazol-2-yl)amino)ethyl)carbamoyl)phenyl)propyl)carbamate